2-hydroxy-N,N-bis(2-aminoethyl)ethylamine OCCN(CCN)CCN